CC1=C(C=CC=C1C1=NN=C(O1)C=1C=C(CN[C@@H](CCCNC(N)=N)C(=O)O)C=CC1)C1=CC=CC=C1 (3-(5-(2-Methyl-[1,1'-biphenyl]-3-yl)-1,3,4-oxadiazol-2-yl)benzyl)-L-arginine